BrC1=C(C=C(C=C1[2H])CBr)[2H] 1-bromo-4-(bromomethyl)benzene-2,6-d2